FC1=CC=C(C=C1)N1N=CC2=C1C=C1CCN(C[C@]1(C2)C(=O)C2=NC=CC=C2)S(=O)(=O)C=2N=NN(C2)C(C)C (R)-(1-(4-fluorophenyl)-6-((1-isopropyl-1H-1,2,3-triazol-4-yl)sulfonyl)-4,4a,5,6,7,8-hexahydro-1H-pyrazolo[3,4-g]isoquinolin-4a-yl)(pyridin-2-yl)methanone